4-amino-N-(6-bromo-3,4-dihydro-1,5-naphthyridin-1(2H)-yl)-N,1-dimethyl-1H-pyrazolo[4,3-c]quinoline-8-carboxamide NC1=NC=2C=CC(=CC2C2=C1C=NN2C)C(=O)N(C)N2CCCC1=NC(=CC=C21)Br